2-(3-((2-amino-4-(butylamino)-6-methylpyrimidin-5-yl)methyl)-4-methoxyphenyl)-2-methylpropanoic acid NC1=NC(=C(C(=N1)NCCCC)CC=1C=C(C=CC1OC)C(C(=O)O)(C)C)C